ClC1=NC=2N(C(=C1)N1CCC(CC1)C(F)(F)F)N=C(C2C2=CC=C(C=C2)Cl)C2=C(C=CC=C2)Cl 5-chloro-2-(2-chlorophenyl)-3-(4-chlorophenyl)-7-[4-(trifluoromethyl)-1-piperidinyl]pyrazolo[1,5-a]pyrimidine